(S)-N1-(4-amino-1H-pyrazolo[4,3-c]pyridin-7-yl)-N2-isobutyl-N2-(1-phenylethyl)oxalamide NC1=NC=C(C2=C1C=NN2)NC(C(=O)N([C@@H](C)C2=CC=CC=C2)CC(C)C)=O